dimethyl(tetramethylcyclopentadienyl)silyl trifluoromethanesulfonate FC(S(=O)(=O)O[Si](C1(C(=C(C(=C1)C)C)C)C)(C)C)(F)F